6-(8-(1-isopropylpiperidin-4-yl)-8-azabicyclo[3.2.1]oct-3-yl)-8-methyl-2-(4-(methylsulfonyl)phenyl)-[1,2,4]triazolo[1,5-a]pyridine C(C)(C)N1CCC(CC1)N1C2CC(CC1CC2)C=2C=C(C=1N(C2)N=C(N1)C1=CC=C(C=C1)S(=O)(=O)C)C